2-(o-chlorophenyl)-4,5-di(m-methoxyphenyl)imidazole ClC1=C(C=CC=C1)C=1NC(=C(N1)C1=CC(=CC=C1)OC)C1=CC(=CC=C1)OC